BrC1=CC=C(C=C1)CS(=O)(=O)NC1=CC=C(C=C1)NC(=O)NCC1=CC=NC=C1 C-(4-Bromo-phenyl)-N-[4-(3-pyridin-4-ylmethyl-ureido)-phenyl]-methanesulfonamide